C(C)OC(=O)C1=CC=NC2=CC=C(C=C12)F 6-Fluoroquinoline-4-carboxylic acid ethyl ester